CN1N=C(C=C1C)C=1C(=CC(=NC1)NC(C)=O)NC1=NC(=CC(=C1)OCC)S(=O)(=O)C N-(5-(1,5-dimethyl-1H-pyrazol-3-yl)-4-((4-ethoxy-6-(methylsulfonyl)pyridin-2-yl)amino)pyridin-2-yl)acetamide